3-fluoro-2-methylbenzoate FC=1C(=C(C(=O)[O-])C=CC1)C